C(=O)(O)C=1C=C(C=CC1)CC(=O)O m-carboxyphenylacetic acid